2-(2,5-dimethoxy-3,4-dimethylphenyl)ethylamine COC1=C(C=C(C(=C1C)C)OC)CCN